Cl.C(C)(=O)OC=1C=C2C=NC=NC2=CC1 quinazolin-6-yl acetate hydrochloride